(R)-2-(3-bromophenyl)-1-(1H-imidazol-4-yl)ethan-1-amine BrC=1C=C(C=CC1)C[C@@H](N)C=1N=CNC1